C12(COCC2C1)N1N=C2N=C(C=CC2=C1)C1=C(C=C(C=C1C)C(F)(F)F)O 2-(2-(3-oxabicyclo[3.1.0]hexan-1-yl)-2H-pyrazolo[3,4-b]pyridin-6-yl)-3-methyl-5-(trifluoromethyl)phenol